2-chloro-N5-(6-((3-methyloxetan-3-yl)methoxy)isoquinolin-1-yl)pyridine-3,5-diamine ClC1=NC=C(C=C1N)NC1=NC=CC2=CC(=CC=C12)OCC1(COC1)C